3-fluoro-N-(1-oxo-3-phenyl-1-(6-(pyridin-3-yl)-5,6-dihydropyridin-1(2H)-yl)propan-2-yl)benzamide FC=1C=C(C(=O)NC(C(N2CC=CCC2C=2C=NC=CC2)=O)CC2=CC=CC=C2)C=CC1